C(#C)C1=CC=C(C=C1)N1C2=CC=C(C=C2C=2C=C(C=CC12)C(C1=CC=C(C=C1)O)=O)C(C1=CC=C(C=C1)O)=O N-(4-ethynylphenyl)-3,6-bis(4-hydroxybenzoyl)carbazole